4-[2-(cyclopropylamino)-8-[4-[2-methoxyethyl-(methyl)amino]phenyl]-7-oxo-pyrido[2,3-d]pyrimidin-6-yl]-8-methyl-2,3-dihydroquinoxaline-1-carboxylic acid benzyl ester C(C1=CC=CC=C1)OC(=O)N1CCN(C2=CC=CC(=C12)C)C1=CC2=C(N=C(N=C2)NC2CC2)N(C1=O)C1=CC=C(C=C1)N(C)CCOC